German potassium salt [K].[GeH4]